methyl phenyl-propyl ether C1(=CC=CC=C1)CCCOC